3-Methyl-isoxazole-4-carboxylic acid (1,2,3,4-tetrahydro-naphthalen-1-yl)-amide C1(CCCC2=CC=CC=C12)NC(=O)C=1C(=NOC1)C